BrC1=C(C(=CC=C1)C)NC(CC(C)(C)C)=O N-(2-bromo-6-methyl-phenyl)-3,3-dimethyl-butyramide